methyl 4-amino-6-(4-bromo-2,5-difluorophenyl)-3-chloro-5-fluoro-pyridine-2-carboxylate NC1=C(C(=NC(=C1F)C1=C(C=C(C(=C1)F)Br)F)C(=O)OC)Cl